3,4-dihydroxy-5-nitro-benzaldehyde OC=1C=C(C=O)C=C(C1O)[N+](=O)[O-]